monoisopentyltitanium trihydroxide [OH-].[OH-].[OH-].C(CC(C)C)[Ti+3]